(1S,4s)-4-(2-(((R)-2-(3-Fluorophenyl)-2-hydroxyethyl)amino)-2-methylpropyl)cyclohexane-1-sulfonamide hydrochloride Cl.FC=1C=C(C=CC1)[C@H](CNC(CC1CCC(CC1)S(=O)(=O)N)(C)C)O